OC1CC2=CC[C@H]3[C@@H]4CC[C@H]([C@@H](CCC(=O)OC)C)[C@]4(CC[C@@H]3[C@]2(CC1)C)C methyl 3-hydroxy-5-cholen-24-oate